1-[6-[5-(2-Morpholinoethoxy)benzimidazol-1-yl]-2-[3-(trifluoromethyl)pyrazol-1-yl]-3-pyridyl]ethanol (R)-tert-butyl-(1-aminopiperidin-3-yl)carbamate C(C)(C)(C)N(C(=O)OC(C)C=1C(=NC(=CC1)N1C=NC2=C1C=CC(=C2)OCCN2CCOCC2)N2N=C(C=C2)C(F)(F)F)[C@H]2CN(CCC2)N